BrC1=CC2=C(N(C(N2C2CN(C2)C)=O)CC2=NC=C(C=C2)C=2OC(=NN2)C(F)F)C=C1F 5-Bromo-1-((5-(5-(difluoromethyl)-1,3,4-oxadiazol-2-yl)pyridin-2-yl)methyl)-6-fluoro-3-(1-methylazetidin-3-yl)-1,3-dihydro-2H-benzo[d]imidazol-2-one